OC(CO[C@@H](CN1C(N(C(C2=C1SC(=C2C)C=2OC=CN2)=O)C(C(=O)O)(C)C)=O)C2=CC=CC=C2)(C)C 2-[1-[(2R)-2-(2-hydroxy-2-methylpropoxy)-2-phenylethyl]-5-methyl-6-(1,3-oxazol-2-yl)-2,4-dioxo-1H,2H,3H,4H-thieno[2,3-d]pyrimidin-3-yl]-2-methylpropionic acid